spiro[chroman-2,3'-pyrrolidine]-6,7-dicarboxylic Acid Dimethyl Ester COC(=O)C=1C=C2CCC3(CNCC3)OC2=CC1C(=O)OC